N-(4-amino-1,3-dihydrofuro[3,4-c]pyridin-7-yl)-2-oxo-2-[rac-(2R,5S)-5-methyl-2-[2-(1-methyl-4-piperidyl)-1,3-benzothiazol-5-yl]-1-piperidyl]acetamide NC1=NC=C(C2=C1COC2)NC(C(N2[C@H](CC[C@@H](C2)C)C=2C=CC1=C(N=C(S1)C1CCN(CC1)C)C2)=O)=O |r|